S(=O)(=O)(O)C=1C=C(C=C(C(=O)O)C1)C(=O)O 5-sulfoisophthalic acid